(2S)-1-(8-(4'-((isobutylamino)methyl)biphenyl-3-ylsulfonyl)-1-oxa-8-azaspiro[4.5]decan-3-ylamino)-3-(3-(methylsulfonyl)phenoxy)propan-2-ol C(C(C)C)NCC1=CC=C(C=C1)C1=CC(=CC=C1)S(=O)(=O)N1CCC2(CC(CO2)NC[C@@H](COC2=CC(=CC=C2)S(=O)(=O)C)O)CC1